C(C)(C)NC(O[C@H]1C[C@H](CC1)C=1NN=C(C1)NC(=O)C=1N(N=C(C1)OC1=C(C(=CC=C1)O)C=O)C)=O (1R,3S)-3-{5-[5-(2-formyl-3-hydroxyphenoxy)-2-methylpyrazole-3-amido]-2H-pyrazol-3-yl}cyclopentyl N-isopropylcarbamate